Ethyl (((2-aminoethyl)thio)(ethoxy)phosphoryl)-L-alaninate Fumarate C(\C=C\C(=O)O)(=O)O.NCCSP(=O)(OCC)N[C@@H](C)C(=O)OCC